BrC=1N=C(SC1)CCO 2-(4-Bromothiazol-2-yl)ethanol